FC=1C=C(C(=O)NCC2CCC(CC2)NC(OC(C)(C)C)=O)C=C(C1OCC1=CC=C(C=C1)OC)F tert-butyl [(1r,4r)-4-({3,5-difluoro-4-[(4-methoxyphenyl)methoxy]benzamido}methyl)cyclohexyl]carbamate